2-chloro-5-methyl-1,1'-biphenyl ClC1=C(C=C(C=C1)C)C1=CC=CC=C1